2-chloro-4-methyl-L-phenylalanine ClC1=C(C[C@H](N)C(=O)O)C=CC(=C1)C